N-((6-chloro-5-fluoropyridin-2-yl)methyl)carboxamide ClC1=C(C=CC(=N1)CNC=O)F